C(#N)C1=NN(C=C1[C@@H]([C@H](C)C=1N(C(C(=C(N1)C(=O)NC=1C=NOC1)O)=O)C)C1=C(C=CC=C1)C#N)C 2-((1S,2S)-1-(3-cyano-1-methyl-1H-pyrazol-4-yl)-1-(2-cyanophenyl)propan-2-yl)-5-hydroxy-N-(isoxazol-4-yl)-1-methyl-6-oxo-1,6-dihydropyrimidine-4-carboxamide